N-(6-(4-(2-hydroxyethyl)piperazin-1-yl)-2-methylpyrimidin-4-yl)-3-(imidazo[1,2-b]pyridazin-3-ylethynyl)-4-methylbenzamide OCCN1CCN(CC1)C1=CC(=NC(=N1)C)NC(C1=CC(=C(C=C1)C)C#CC1=CN=C2N1N=CC=C2)=O